5-(8-((1S,2S)-2-(3,3-dimethyl-2-oxo-1-(2,2,2-trifluoroethyl)-2,3-dihydro-1H-pyrrolo[3,2-c]pyridin-6-yl)cyclopropyl)imidazo[1,2-b]pyridazin-6-yl)pyrimidine-2,4(1H,3H)-dione CC1(C(N(C2=C1C=NC(=C2)[C@@H]2[C@H](C2)C=2C=1N(N=C(C2)C=2C(NC(NC2)=O)=O)C=CN1)CC(F)(F)F)=O)C